N-[3-[[5-(4-bromo-2,6-dichloro-phenoxy)-2-hydroxy-phenyl]sulfonylamino]cyclobutyl]cyclopropanecarboxamide BrC1=CC(=C(OC=2C=CC(=C(C2)S(=O)(=O)NC2CC(C2)NC(=O)C2CC2)O)C(=C1)Cl)Cl